methyl 3-((1-(4-fluoro-3-(trifluoromethyl)phenyl) cyclopropyl)(methoxycarbonyl)amino)azetidine-1-carboxylate FC1=C(C=C(C=C1)C1(CC1)N(C1CN(C1)C(=O)OC)C(=O)OC)C(F)(F)F